CN(S(=O)(=O)C1=CC=C(C=C1)C)C(C(=O)O)CC(F)(F)F 2-(N,4-dimethylphenylsulfonamido)-4,4,4-trifluorobutanoic acid